C(C1CO1)OCCC[Si](OC)(OC)OC gamma-(epoxypropoxy)propyltrimethoxysilane